N-methoxy-2-((5-(trifluoromethyl)-2-((3,4,5-trimethoxyphenyl)amino)pyrimidin-4-yl)amino)benzamide-3-d CONC(C1=C(C(=CC=C1)[2H])NC1=NC(=NC=C1C(F)(F)F)NC1=CC(=C(C(=C1)OC)OC)OC)=O